C(=O)(O)C1=CC=CC(=N1)CN [6-(Carboxyl)pyridin-2-yl]methylamin